N-(pyridin-4-ylmethyl)acetamide CC(=O)NCC1=CC=NC=C1